diethylbutyramidotriazinone C(C)C(CCC(=O)NC=1C(NN=NC1)=O)CC